FC=1C(=C2C(=NC(=NN2C1)N[C@@H]1CN(C[C@@H]1F)C1COC1)OC)C=1C=CC2=C(N(N=N2)CC(F)(F)F)C1 6-Fluoro-N-((3R,4S)-4-fluoro-1-(oxetan-3-yl)pyrrolidin-3-yl)-4-methoxy-5-(1-(2,2,2-trifluoroethyl)-1H-benzo[d][1,2,3]triazol-6-yl)pyrrolo[2,1-f][1,2,4]triazin-2-amine